ClC1=CC=CC=2C3=CC=CC=C3C=CC12 Chlorophenanthrene